tert-butyl-2-bromothiazole C(C)(C)(C)C=1N=C(SC1)Br